ClC1=CC(=C2N=C(C(=NC2=C1)C#N)N1CCC(CC1)(F)F)[C@@H](C)NC1=C(C(=O)O)C=CC=C1 (R)-2-((1-(7-chloro-2-cyano-3-(4,4-difluoropiperidin-1-yl)quinoxalin-5-yl)ethyl)amino)benzoic acid